4-(2',4'-dimethoxyphenyl-fluorenylmethyloxycarbonyl-aminomethyl)-phenoxyacetamido-methylbenzhydrylamine COC1=C(C=CC(=C1)OC)C(C1=CC=C(OCC(=O)NN(C(C2=CC=CC=C2)C2=CC=CC=C2)C)C=C1)(N)C(=O)OCC1=CC=CC=2C3=CC=CC=C3CC12